ClC=1N=C2N(N=C(C=C2)CCC)C1S(=O)(=O)N 2-chloro-6-propylimidazo[1,2-b]pyridazine-3-sulfonamide